tert-butyl ((S)-1-(((5S,8S,10aR)-8-(((R)-chroman-4-yl)carbamoyl)-6-oxo-3-(2,2,2-trifluoroethyl)decahydropyrrolo[1,2-a][1,5]diazocin-5-yl)amino)-1-oxopropan-2-yl)(methyl)carbamate O1CC[C@H](C2=CC=CC=C12)NC(=O)[C@@H]1CC[C@H]2N1C([C@H](CN(CC2)CC(F)(F)F)NC([C@H](C)N(C(OC(C)(C)C)=O)C)=O)=O